C(#N)C(CCCCC)(C#N)C#N TRICYANOHEXAN